ClC1=C(C(=CC=2C3=C(NC12)CCN([C@H]3C)C(=O)C3=NC=C(C=N3)OC)OC)Cl (S)-(6,7-dichloro-8-methoxy-1-methyl-1,3,4,5-tetrahydro-2H-pyrido[4,3-b]indol-2-yl)(5-methoxypyrimidin-2-yl)methanone